1-(2-(5-(3-fluorophenyl)isoindolin-2-yl)-2-oxoethyl)-1H-1,2,4-triazole-3-carbonitrile FC=1C=C(C=CC1)C=1C=C2CN(CC2=CC1)C(CN1N=C(N=C1)C#N)=O